C(N)(=O)C=1C(=NC(=C(C(=O)OCC)C1C=1SC(=CC1)C(N[C@@H]1CCC2=CC=CC=C12)=O)COC1=CC=C(C=C1)F)CC(C)C ethyl (R)-5-carbamoyl-4-(5-((2,3-dihydro-1H-inden-1-yl)carbamoyl)thiophen-2-yl)-2-((4-fluorophenoxy)methyl)-6-isobutylnicotinate